(2-methylbenzo[d]oxazol-4-yl)methanol CC=1OC2=C(N1)C(=CC=C2)CO